BrC1=C(O[C@H](C(=O)O)C)C=CC(=C1)Br (S)-2-(2,4-dibromophenoxy)propionic acid